CC(CC(=O)O)CCC(CC(=O)O)C 3,6-dimethylsuberic acid